NCC(=O)N1[C@@H](CCC1)C(C(=O)NC[C@H]1OCCC1)O 2-((S)-1-glycylpyrrolidin-2-yl)-2-hydroxy-N-(((S)-tetrahydrofuran-2-yl)methyl)acetamide